GAMMA-METHYL-L-LEUCINE CC(C[C@H](N)C(=O)O)(C)C